ClC1=CC=C(C=C1)CNC(=O)C=1C(=NC(=CC1C1CC1)N1CCOCC1)C N-[(4-Chlorophenyl)-methyl]-4-cyclopropyl-2-methyl-6-morpholin-4-yl-pyridine-3-carboxylic acid amide